6-((4-Cyanotetrahydro-2H-pyran-4-yl)methoxy)-4-(6-(6-((5-fluoro-6-methoxypyridin-3-yl)Methyl)-3,6-diazabicyclo[3.1.1]heptan-3-yl)pyridin-3-yl)pyrazolo[1,5-a]pyridine-3-carbonitrile C(#N)C1(CCOCC1)COC=1C=C(C=2N(C1)N=CC2C#N)C=2C=NC(=CC2)N2CC1N(C(C2)C1)CC=1C=NC(=C(C1)F)OC